4-cyano-3-(trifluoromethyl)phenyl isothiocyanate C(#N)C1=C(C=C(C=C1)N=C=S)C(F)(F)F